NS(=NC(CC=1C(=NC(=C(C1C(C)C)F)C1=CC(=CC=C1)C(F)(F)F)C(C)C)=O)(=O)C1=CN=C(S1)C(C)(C)O N-(amino(2-(2-hydroxypropan-2-yl)thiazol-5-yl)(oxo)-λ6-sulfaneylidene)-2-(5-fluoro-2,4-diisopropyl-6-(3-(trifluoromethyl)phenyl)pyridin-3-yl)acetamide